O[C@@H](CC(=O)O)C (R)-3-hydroxybutanoic acid